N-[4-(hydroxymethyl)oxan-4-yl]-2-methyl-5-[(pyridin-2-yl)methoxy]-2H-indazole-3-carboxamide OCC1(CCOCC1)NC(=O)C=1N(N=C2C=CC(=CC12)OCC1=NC=CC=C1)C